N2-methyl-6-thio-guanine CNC=1NC(C=2NC=NC2N1)=S